OCC1=C(C=NC=C1C1=CN(C(C(=C1)NC1=NC=C(C=C1)N1CCN(CC1)C1COC1)=O)C)N1C(C=2N(C=3CCCCC3C2)C=C1)=O 2-(4-(Hydroxymethyl)-5-(1-methyl-5-(5-(4-(oxetan-3-yl)piperazin-1-yl)pyridin-2-ylamino)-6-oxo-1,6-dihydropyridin-3-yl)pyridin-3-yl)-6,7,8,9-tetrahydropyrazino[1,2-a]indol-1(2H)-one